2-methyl-1-{4-pyridin-4-yl-3-[4-(quinolin-2-ylmethoxy)-phenyl]-pyrazol-1-yl}-propan-2-ol CC(CN1N=C(C(=C1)C1=CC=NC=C1)C1=CC=C(C=C1)OCC1=NC2=CC=CC=C2C=C1)(C)O